CC1=CC(=CN=N1)C=1C=CC=2N(C1)C=C(N2)N 6-(6-methylpyridazin-4-yl)imidazo[1,2-a]pyridin-2-amine